benzyl (6R)-6-{[2-(3,4-dimethoxyphenyl)[1,2,4]triazolo[1,5-c]quinazolin-5-yl]amino}-5-oxo-1,4-diazepane-1-carboxylate COC=1C=C(C=CC1OC)C1=NN2C(=NC=3C=CC=CC3C2=N1)N[C@H]1C(NCCN(C1)C(=O)OCC1=CC=CC=C1)=O